NCC1(CCC1)NC(=O)C1=C(OC2=C1C=C(C=C2)OCC2=C(N=CS2)C)C N-(1-(aminomethyl)cyclobutyl)-2-methyl-5-((4-methylthiazol-5-yl)methoxy)benzofuran-3-carboxamide